NC1=CC=C(C=C1)C(C[PH2]=O)C1=CC=C(C=C1)N bis-(4-aminophenyl)ethylphosphine oxide